3-[(5-bromo-1-[[2-(trimethylsilyl) ethoxy] methyl]-1H-pyrrolo[2,3-b]pyridin-6-yl) oxy]-3,3-difluoropropyl methanesulfonate CS(=O)(=O)OCCC(F)(F)OC1=C(C=C2C(=N1)N(C=C2)COCC[Si](C)(C)C)Br